BrC=1C=CC(=NC1)N1CC2N(C(C1)C2)CC=2C=NC(=CC2)OC 3-(5-bromopyridin-2-yl)-6-((6-methoxypyridine-3-yl)methyl)-3,6-diazabicyclo[3.1.1]heptane